COC1=CC(=NC=C1)C=1N=C(C2=C(N1)CCC2)N(CC(=O)OCC)C ethyl 2-[[2-(4-methoxypyridin-2-yl)-5H,6H,7H-cyclopenta[d]pyrimidin-4-yl](methyl)amino]acetate